6-chloro-3-[(E)-3-(4-chlorophenyl)prop-2-enoyl]-4-phenyl-1H-quinolin-2-one ClC=1C=C2C(=C(C(NC2=CC1)=O)C(\C=C\C1=CC=C(C=C1)Cl)=O)C1=CC=CC=C1